N-[(1R,1'S,14S,17R)-6-fluorospiro[8,12,16-trioxa-22-azatetracyclo[15.2.2.110,13.02,7]docosa-2,4,6,10,13(22)-pentaene-14,3'-cyclopentane]-1'-yl]methanesulfonamide FC=1C=CC=C2C3CCC(OC[C@]4(C[C@H](CC4)NS(=O)(=O)C)C=4OC=C(COC12)N4)CC3